C1(CC1)C(=O)N1CC=2NC(=NC2C1)C1=NNC2=CC(=CC(=C12)C)C1=C(C=C(C(=C1)F)O)CC Cyclopropyl-(2-(6-(2-ethyl-5-fluoro-4-hydroxyphenyl)-4-methyl-1H-indazol-3-yl)-4,6-dihydropyrrolo[3,4-d]imidazol-5(1H)-yl)methanone